COC1=CC=C(CN2C(N(CCC2=O)C2=C(C=C(C=C2)N2CCC(CC2)CN2CCN(CC2)C(=O)OC(C)(C)C)C)=O)C=C1 tert-Butyl 4-((1-(4-(3-(4-methoxybenzyl)-2,4-dioxotetrahydropyrimidin-1(2H)-yl)-3-methylphenyl)piperidin-4-yl)methyl)piperazine-1-carboxylate